6'-(3-amino-9H-carbazol-9-yl)-4',5'-diphenyl-[1,1':2',1''-terphenyl]-3'-carbonitrile NC=1C=CC=2N(C3=CC=CC=C3C2C1)C1=C(C(=C(C(=C1C1=CC=CC=C1)C1=CC=CC=C1)C#N)C1=CC=CC=C1)C1=CC=CC=C1